C1(CC1)COC=1C=C(/C=C/C2=CC=C(C=C2)CC(=O)O)C=CC1OC(F)F (E)-2-(4-(3-(cyclopropylmethoxy)-4-(difluoromethoxy)styryl)phenyl)acetic acid